The molecule is a cinnamate ester obtained by formal condensation of the carboxy group of sinapic acid with the 5-hydroxy group of (-)-quinic acid. It has a role as a metabolite. It is a cinnamate ester and a cyclitol carboxylic acid. It derives from a (-)-quinic acid and a trans-sinapic acid. COC1=CC(=CC(=C1O)OC)/C=C/C(=O)O[C@@H]2C[C@@](C[C@H]([C@H]2O)O)(C(=O)O)O